O=C1N(C(C2=C3C(C=CC=C13)=C(C=C2)N2CCCC2)=O)C2=CC=C(C(=O)O)C=C2 4-(1,3-dioxo-6-(pyrrolidin-1-yl)-1H-benzo[de]isoquinoline-2(3H)-yl)benzoic acid